(S)-N-(3-(5-Chloro-6-((1-methyl-1H-pyrazol-5-yl)methoxy)-3,4-dihydroisoquinolin-2(1H)-yl)-2-hydroxypropyl)-2-fluoroisonicotinamide ClC1=C2CCN(CC2=CC=C1OCC1=CC=NN1C)C[C@H](CNC(C1=CC(=NC=C1)F)=O)O